C(C)NC1=CC(=CC(=N1)N1C(C2=CC(=CC(=C2C1)C(F)(F)F)CN1CC(CC1)F)=O)C1=C(C=NN1C)C1=NN=CN1C 2-(6-(ethylamino)-4-(1-methyl-4-(4-methyl-4H-1,2,4-triazol-3-yl)-1H-pyrazol-5-yl)pyridin-2-yl)-6-((3-fluoropyrrolidin-1-yl)methyl)-4-(trifluoromethyl)isoindolin-1-one